phenoxide (phenolate) C1(=CC=CC=C1)[O-].[O-]C1=CC=CC=C1